(S)-N-((S)-1-(benzofuran-6-yl)propan-2-yl)-2-methylpropane-2-sulfinamide O1C=CC2=C1C=C(C=C2)C[C@H](C)N[S@@](=O)C(C)(C)C